m-methoxyphenylacetylene COC=1C=C(C=CC1)C#C